N-(6-phenoxy-4-phenyl-2-pyridyl)benzenesulfonamide O(C1=CC=CC=C1)C1=CC(=CC(=N1)NS(=O)(=O)C1=CC=CC=C1)C1=CC=CC=C1